2-methyl-3-(methylamino)-4-nitropyridine 1-oxide CC1=[N+](C=CC(=C1NC)[N+](=O)[O-])[O-]